ClC1=C(C(=O)NC2=C(C(=C(C=C2)[N+](=O)[O-])C)C)C=C(C=C1)NC(=O)[C@@H]1C([C@H]1C1=CC(=CC(=C1)Cl)Cl)(Cl)Cl trans-2-chloro-5-(2,2-dichloro-3-(3,5-dichlorophenyl)cyclopropane-1-carboxamido)-N-(2,3-dimethyl-4-nitrophenyl)benzamide